FC1(CCC(CC1)N(C(OC(C)(C)C)=O)CCCC(CO)C)F tert-Butyl (4,4-difluorocyclohexyl)(5-hydroxy-4-methylpentyl)carbamate